C(C)(C)(C)C1=NOC(=N1)C12CCC(CC1)(CC2)CN(C(=O)C21CC(C2)(C1)F)C1=CC(=C(C=C1)F)C(C)(C)O N-((4-(3-(tert-butyl)-1,2,4-oxadiazol-5-yl)bicyclo[2.2.2]octan-1-yl)methyl)-3-fluoro-N-(4-fluoro-3-(2-hydroxypropan-2-yl)phenyl)bicyclo[1.1.1]pentane-1-carboxamide